NC1=C(C(N(C(N1C)=O)C)=O)NC(CCCCCCCO[Si](C)(C)C(C)(C)C)=O N-(6-amino-1,3-dimethyl-2,4-dioxo-1,2,3,4-tetrahydropyrimidin-5-yl)-8-((tert-butyldimethylsilyl)oxy)octanamide